C(C=C)[C@H]1N(CCC1)C1=C(C=C(C(=N1)C(NNC(C(CC=C)(C(F)(F)F)OCC1=CC=CC=C1)=O)=O)NC(OC(C)(C)C)=O)C(F)(F)F tert-Butyl N-[6-[(2S)-2-allylpyrrolidin-1-yl]-2-[[[2-benzyloxy-2-(trifluoromethyl)pent-4-enoyl]amino]carbamoyl]-5-(trifluoromethyl)-3-pyridyl]carbamate